5-(tert-butyl)-N-(2-methyl-4-(5-(4-(piperazin-1-yl)phenyl)-1H-pyrazolo[3,4-b]Pyridin-3-yl)benzyl)-1,2,4-oxadiazole-3-carboxamide hydrochloride Cl.C(C)(C)(C)C1=NC(=NO1)C(=O)NCC1=C(C=C(C=C1)C1=NNC2=NC=C(C=C21)C2=CC=C(C=C2)N2CCNCC2)C